O1C(OCC1)C1=NC(=CC=C1O)CN1CCCCC1 2-(1,3-Dioxolan-2-yl)-6-(piperidin-1-ylmethyl)pyridin-3-ol